2-((1-(benzo[d][1,3]dioxol-5-carbonyl)piperidin-4-yl)methyl)-5,6-dimethoxy-2,3-dihydro-1H-inden-1-one O1COC2=C1C=CC(=C2)C(=O)N2CCC(CC2)CC2C(C1=CC(=C(C=C1C2)OC)OC)=O